C12C=CC(C(C1)N1C3=CC=CC=C3C=3C=CC=CC13)C2 9-(2-norbornen-5-yl)-carbazole